ClC=1C=CC2=C(N=C(O2)C23CC(C2)(C3)NC(=O)C=3OC(=CC3)CS(N)(=O)=O)C1 N-[3-(5-chloro-1,3-benzoxazol-2-yl)-1-bicyclo[1.1.1]pentanyl]-5-(sulfamoylmethyl)furan-2-carboxamide